FC1=C(C(=CC=C1)F)C1=CC(=C(N=N1)C(=O)[O-])NC=1C=NN(C1)C1CCN(CC1)C 6-(2,6-difluorophenyl)-4-((1-(1-methylpiperidin-4-yl)-1H-Pyrazol-4-yl)amino)pyridazine-3-carboxylate